(42R,43R,44R,45R)-42,43,44,45,46-pentahydroxy-40-[(2R,3R,4R,5R)-2,3,4,5,6-pentahydroxyhexyl]-4,7,10,13,16,19,22,25,28,31,34,37-dodecaoxa-40-azahexatetracontanoic acid O[C@H](CN(CCOCCOCCOCCOCCOCCOCCOCCOCCOCCOCCOCCOCCC(=O)O)C[C@H]([C@H]([C@@H]([C@@H](CO)O)O)O)O)[C@H]([C@@H]([C@@H](CO)O)O)O